C=1(C(=CC=CC1)S(=O)(=O)[O-])C(C)C CumeneSulphonate